BrC1=CC(=NN1)C(=O)N1CCC(CC1)C(=O)NC1CCC(CC1)C (5-bromo-1H-pyrazole-3-carbonyl)-N-(4-methylcyclohexyl)piperidine-4-carboxamide